C(CCC(=O)O)(=O)O.N1(CCCCCC=NCCC1)C1CCCCCCCCCC1 1,8-diazabicycloundeca-7-ene succinate